3,5-dimethyl-2-[7-(1-methyl-1,2,5,6-tetrahydropyridin-3-yl)-1,8-naphthyridin-2-yl]phenol CC=1C(=C(C=C(C1)C)O)C1=NC2=NC(=CC=C2C=C1)C=1CN(CCC1)C